3-amino-N-[2,6-dibromo-4-(1,1,1,2,3,3,3-heptafluoropropan-2-yl)phenyl]-4-fluorobenzamide NC=1C=C(C(=O)NC2=C(C=C(C=C2Br)C(C(F)(F)F)(C(F)(F)F)F)Br)C=CC1F